1-(3-cyclopropyl-1,2,4-oxadiazol-5-yl)piperidin-4-ol C1(CC1)C1=NOC(=N1)N1CCC(CC1)O